BrC=1C=C(SC1)C(=O)NC=1C=C(C(=O)O)C=C(C1)F 3-(4-bromothiophene-2-amido)-5-fluorobenzoic acid